4-Bromo-9-chloro-3-(2-chloro-5-fluorophenyl)-2-[(4-methoxyphenyl)methyl]-2,3,6,7-tetrahydro-1H-pyrrolo[4,3-f]quinoline-1,7-dione BrC1=C2C(=C3C(=CC(NC3=C1)=O)Cl)C(N(C2C2=C(C=CC(=C2)F)Cl)CC2=CC=C(C=C2)OC)=O